1-(tert-Butyl)-5-fluoro-N-(2-fluoro-4-methyl-5-(8-morpholinoimidazo[1,2-b]pyridazin-6-yl)phenyl)-1H-pyrazole-4-carboxamide C(C)(C)(C)N1N=CC(=C1F)C(=O)NC1=C(C=C(C(=C1)C=1C=C(C=2N(N1)C=CN2)N2CCOCC2)C)F